FC1([C@H](C1)C1=CC=CC(=N1)C(=O)NC=1C(=C(C=2N(C1)C=C(N2)C2CCNCC2)F)C(C)(C)O)F (R)-6-(2,2-Difluorocyclopropyl)-N-(8-fluoro-7-(2-hydroxypropan-2-yl)-2-(piperidin-4-yl)imidazo[1,2-a]pyridin-6-yl)pyridinecarboxamide